3-tetramethylethylbenzene CC(C(C=1C=CC=CC1)(C)C)C